CN[C@@H]1[C@H](CCCC1)NC (1S,2S)-N,N'-dimethyl-1,2-Diaminocyclohexane